6-(6-(1H-1,2,4-triazol-3-yl)pyridin-3-yl)-4-(trans-4-methoxycyclohexyl)-3,4-dihydropyrazino[2,3-b]pyrazin-2(1H)-one N1N=C(N=C1)C1=CC=C(C=N1)C=1N=C2C(=NC1)NC(CN2[C@@H]2CC[C@H](CC2)OC)=O